N-(4-bromo-2-(3-methoxybenzoyl)phenyl)acetamide BrC1=CC(=C(C=C1)NC(C)=O)C(C1=CC(=CC=C1)OC)=O